1-(5-fluoro-2-((3-methoxy-1-((3R,4S)-3-methylpiperidin-4-yl)-1H-pyrazol-4-yl)amino)pyrimidin-4-yl)-1H-indole-4-carbonitrile FC=1C(=NC(=NC1)NC=1C(=NN(C1)[C@@H]1[C@@H](CNCC1)C)OC)N1C=CC=2C(=CC=CC12)C#N